tert-butyl 3-(5-{[2-chloro-6-(trifluoromethyl)phenyl]methoxy}pyridin-2-yl)-2,4-dioxoimidazolidine-1-carboxylate ClC1=C(C(=CC=C1)C(F)(F)F)COC=1C=CC(=NC1)N1C(N(CC1=O)C(=O)OC(C)(C)C)=O